CC(CNC(=O)C1=NC(=CC=C1OC)NC1=CC(=NC=C1)F)(C)C N-(2,2-dimethylpropyl)-6-[(2-fluoro-4-pyridyl)amino]-3-methoxy-pyridine-2-carboxamide